C(C1=CC=CC=C1)N1N=CC(=C1)C(=O)C(C#N)CC(OC)OC 2-(1-benzyl-1H-pyrazole-4-carbonyl)-4,4-dimethoxybutyronitrile